C1(CCCC1)CN1C2=CC=CC(=C2C=2C(=CC=CC12)OCC(=O)O)C(N)=O.[AsH4+] arsonium [9-[(Cyclopentyl)methyl]-5-carbamoylcarbazol-4-yl]oxyacetic acid